ClC1=CC=C(C(=N1)C(=O)OC)N[C@H](C)C1=CC(=CC=2C=3N(C(=NC12)N1CCC(CC1)(F)F)C=C(N3)C)C methyl (R)-6-chloro-3-((1-(5-(4,4-difluoropiperidin-1-yl)-2,9-dimethylimidazo[1,2-c]quinazolin-7-yl)ethyl)amino)picolinate